(4-{acetyl [(3-methyloxetan-3-yl) methyl] amino} piperidin-1-yl)-6-azaspiro[3.4]octane-6-carboxylate C(C)(=O)N(C1CCN(CC1)C1CCC12CN(CC2)C(=O)[O-])CC2(COC2)C